chromium (iii) 3,5-diisopropylsalicylate C(C)(C)C1=C(C(C(=O)[O-])=CC(=C1)C(C)C)O.[Cr+3].C(C)(C)C1=C(C(C(=O)[O-])=CC(=C1)C(C)C)O.C(C)(C)C1=C(C(C(=O)[O-])=CC(=C1)C(C)C)O